NC1=NC(=C(C(=N1)N)C#N)NC(C)C=1C(=NC2=C(C=CC=C2C1)Cl)C1=NC=CC=C1 2,4-Diamino-6-[1-(8-chloro-2-pyridin-2-yl-quinolin-3-yl)-ethylamino]-pyrimidine-5-carbonitrile